5-(1H-[1,2,3]triazolo[4,5-b]pyridin-5-yl)-2-fluoro-N-(4-(pyridin-2-ylmethoxy)phenyl)benzamide N1N=NC2=NC(=CC=C21)C=2C=CC(=C(C(=O)NC1=CC=C(C=C1)OCC1=NC=CC=C1)C2)F